2,3,4-trifluorobenzene FC1=CC=CC(=C1F)F